C(#N)C(C)(C)C1=NN=C(O1)C1=CC2=C(C(CC(C(N2CC2=CC=C(C=C2)C2=NC=C(C=C2)OC(F)(F)F)=O)NC(OC(C)(C)C)=O)(F)F)C=C1F tert-butyl N-[8-[5-(1-cyano-1-methyl-ethyl)-1,3,4-oxadiazol-2-yl]-5,5,7-trifluoro-2-oxo-1-[[4-[5-(trifluoromethoxy)-2-pyridyl]phenyl]methyl]-3,4-dihydro-1-benzazepin-3-yl]carbamate